C[C@H]1[C@H](CCCC1)C1=CN=C(S1)NC(=O)C1CCC1 N-{5-[(1S,2R)-2-methylcyclohexyl]-1,3-thiazol-2-yl}cyclobutane-1-carboxamide